BrCC1=CC=C(C=C1)NC(CC)=O N-(4-(bromomethyl)phenyl)propanamide